C(C)(C)(C)OC(=O)CCN(CCC(=O)OC(C)(C)C)CCC[Si](OC)(OC)OC 3-(N,N-di(2-(t-butyloxycarbonyl)ethyl)amino)propyltrimethoxysilane